ClC1=CC(=C(COC2=CC=CC(=N2)C2=CC(=C(CC3=NC4=C(N3C)C=C(C=C4OC)C(=O)O)C=C2F)F)C=C1)F 2-(4-(6-((4-Chloro-2-fluorobenzyl)oxy)pyridin-2-yl)-2,5-difluorobenzyl)-4-methoxy-1-methyl-1H-benzo[d]imidazole-6-carboxylic acid